2-[4-Cyano-1-(2,2-dimethylpropanoyl)-5-[(4-fluorophenyl)methoxy]-1H-pyrazol-3-yl]-N,N-dimethylpiperazin-1-sulfonamid C(#N)C=1C(=NN(C1OCC1=CC=C(C=C1)F)C(C(C)(C)C)=O)C1N(CCNC1)S(=O)(=O)N(C)C